1-[4-cyano-6-(pyrrolidin-1-yl)pyrimidin-2-yl]-5-amino-1H-pyrazole-4-carboxylic acid C(#N)C1=NC(=NC(=C1)N1CCCC1)N1N=CC(=C1N)C(=O)O